1-((3R,5R,8R,9R,10S,13S,14S,15S,17S)-15-cyclopropyl-3-hydroxy-3,13-dimethylhexadecahydro-1H-cyclopenta[a]phenanthren-17-yl)-2-((2-(trifluoromethyl)pyrimidin-5-yl)oxy)ethan-1-one C1(CC1)[C@H]1[C@H]2[C@@H]3CC[C@@H]4C[C@](CC[C@@H]4[C@H]3CC[C@@]2([C@H](C1)C(COC=1C=NC(=NC1)C(F)(F)F)=O)C)(C)O